3-(4-((1-cyclopentyl-3-(4-(pentan-3-yloxy)phenyl)-1H-indazol-6-yl)methoxy)phenyl)butanoic acid C1(CCCC1)N1N=C(C2=CC=C(C=C12)COC1=CC=C(C=C1)C(CC(=O)O)C)C1=CC=C(C=C1)OC(CC)CC